The molecule is an acetate salt resulting from the reaction of equimolar amounts of 1-dodecylguanidine and acetic acid. It is used as a fungicide to control black spot and foliar diseases on apples, pears, peaches, nectarines and strawberries. It has a role as an antibacterial agent and an antifungal agrochemical. It is an acetate salt and an aliphatic nitrogen antifungal agent. It contains a 1-dodecylguanidine(1+). CCCCCCCCCCCCN=C(N)N.CC(=O)O